(5-Amino-1-(2-cyclopropyl-1H-benzo[d]imidazol-5-yl)-1H-pyrazol-4-yl)(6-fluoro-1H-indol-2-yl)methanone NC1=C(C=NN1C1=CC2=C(NC(=N2)C2CC2)C=C1)C(=O)C=1NC2=CC(=CC=C2C1)F